CN1N=NC(=C1NC(OCC1=CC(=CC=C1)C)=O)C1=NC=C(C=C1)NS(=O)(=O)C 3-methylbenzyl (1-methyl-4-(5-(methyl-sulfonamido)pyridin-2-yl)-1H-1,2,3-triazol-5-yl)carbamate